N-fluoro-2,4,6-trimethylpyridinium tetrafluoroborate F[B-](F)(F)F.F[N+]1=C(C=C(C=C1C)C)C